C(C)(C)N1N=CC(=C1)OC=1C(=NC=C(N1)C1=CC(=C2CCN3C(C2=C1)CCC3)C)N ((1-isopropyl-1H-pyrazol-4-yl)oxy)-5-(7-methyl-1,2,3,5,6,10b-hexahydropyrrolo[2,1-a]isoquinolin-9-yl)pyrazin-2-amine